ClC1=CC=C(C=C1)C1C(=C(N=C2N1C(C(S2)=CC2=CC=C(C=C2)OCC(=O)OCC)=O)C)C(=O)OC(C)C 1-methylethyl 5-(4-chlorophenyl)-2-[[4-(2-ethoxy-2-oxoethoxy)phenyl]methylene]-2,3-dihydro-7-methyl-3-oxo-5H-thiazolo[3,2-a]pyrimidine-6-carboxylate